ethoxy-carbonyl isocyanate C(C)OC(=O)N=C=O